phenylpropyl-aniline C1(=CC=CC=C1)CCCNC1=CC=CC=C1